N#CCl cyanic chloride